piperidin-1-yl(7-((pyrimidin-2-ylmethyl)amino)pyrazolo[1,5-a]pyridin-3-yl)methanone N1(CCCCC1)C(=O)C=1C=NN2C1C=CC=C2NCC2=NC=CC=N2